chloropropione ClCCC(CC)=O